(8-(methylamino)-5-(6-methyloxazolo[4,5-b]pyridin-2-yl)-2,7-naphthyridin-3-yl)cyclopropanecarboxamide CNC=1N=CC(=C2C=C(N=CC12)C1(CC1)C(=O)N)C=1OC=2C(=NC=C(C2)C)N1